ClC=1C=C(C=CC1)NCC(=O)N1[C@H]2CC([C@@H]([C@H]1C(=O)N[C@H](C[C@H]1C(NCC1)=O)\C=C(\S(=O)(=O)C)/F)CC2)(F)F (1R,3S,4R)-2-((3-chlorophenyl)glycyl)-5,5-difluoro-N-((R,E)-4-fluoro-4-(methylsulfonyl)-1-((S)-2-oxopyrrolidin-3-yl)but-3-en-2-yl)-2-azabicyclo[2.2.2]octane-3-carboxamide